NC1CCN(CC1)C1=C(N=NC2=CC(=C(C=C12)C1=CC=CC=2NC(NC21)=O)Cl)C2=CC(=CC(=C2)C)F 4-[4-(4-aminopiperidin-1-yl)-7-chloro-3-(3-fluoro-5-methylphenyl)cinnolin-6-yl]-2,3-dihydro-1H-1,3-benzodiazol-2-one